NC1=NC=CC(=C1Cl)C1=NNC2=NC(=CN=C21)N2CCC1(CCC1N)CC2 7-[3-(2-amino-3-chloropyridin-4-yl)-1H-pyrazolo[3,4-b]-pyrazin-6-yl]-7-aza-spiro[3.5]nonan-1-amine